COC([C@@H](N(C=O)C1=CC=CC=C1)C)=O N-formylphenyl-alanine methyl ester